C(C=C)[C@@H]1[C@@H]2CC[C@H](CN1C1=NC(=NC3=C(C=C(C(=C13)Br)Cl)F)Cl)N2CC2=CC=C(C=C2)OC 4-((1S,2R,5R)-2-allyl-8-(4-methoxybenzyl)-3,8-diazabicyclo[3.2.1]octan-3-yl)-5-bromo-2,6-dichloro-8-fluoroquinazoline